COC=1C=C(C=CC1[N+](=O)[O-])N1CCC(CC1)N1CCN(CC1)C 1-[1-(3-methoxy-4-nitro-phenyl)-4-piperidyl]-4-methyl-piperazine